C1=C(C=CC2=CC=CC=C12)C1=CC=C(C=C1)N(C1=CC=C(C=C1)C1=CC=C(C=C1)C1=CC(=C(C=C1)C1=CC=CC=C1)C1=CC=CC=C1)C1=CC=CC=C1 {4-(naphthalene-2-yl)-phenyl}-phenyl-(2'-phenyl-[1,1':4',1'':4'',1''']quaterphenyl-4'''-yl)-amine